NC1=C(C2=C(S1)C(=C(C=C2)Cl)OCC2=CC=C(C=C2)OC)C(=O)O 2-amino-6-chloro-7-((4-methoxybenzyl)oxy)benzo[b]thiophene-3-carboxylic acid